2,2'-azobis(N-(2-carboxyethyl)-2-methylpropionamidine) CC(C)(C(=NCCC(=O)O)N)N=NC(C)(C)C(=NCCC(=O)O)N